tert-butyl ((1r,3r)-3-(4-(2-(4-((2-(3-methyl-1,2,4-oxadiazole-5-yl)pyrimidin-4-yl)methoxy)phenyl)propan-2-yl)phenoxy)cyclobutyl)carbamate CC1=NOC(=N1)C1=NC=CC(=N1)COC1=CC=C(C=C1)C(C)(C)C1=CC=C(OC2CC(C2)NC(OC(C)(C)C)=O)C=C1